3-bromo-N-[2,4-dichloro-6-(methylcarbamoyl)phenyl]-1-(3,5-dichloropyridin-2-yl)-1H-pyrazole-5-carboxamide BrC1=NN(C(=C1)C(=O)NC1=C(C=C(C=C1C(NC)=O)Cl)Cl)C1=NC=C(C=C1Cl)Cl